NC1=CC(=C(C=C1)NC1=C(C=CC=C1)C1=NC(=NC=C1)NC1CCC(CC1)NC(OC(C)(C)C)=O)F O-tert-Butyl ((1r,4r)-4-((4-(2-((4-amino-2-fluorophenyl)amino)phenyl)pyrimidin-2-yl)amino)cyclohexyl)carbamate